(S)-2-(3,3-difluoroazetidin-1-yl)-N-(5-(4-(6-fluoropyrimidin-4-yl)-2-methylpiperazin-1-yl)pyrazin-2-yl)pyrimidine-5-carboxamide FC1(CN(C1)C1=NC=C(C=N1)C(=O)NC1=NC=C(N=C1)N1[C@H](CN(CC1)C1=NC=NC(=C1)F)C)F